(E)-4-(dimethylamino)-1-(3,3-dinitroazetidin-1-yl)but-2-en-1-one CN(C/C=C/C(=O)N1CC(C1)([N+](=O)[O-])[N+](=O)[O-])C